C(CCCCCCCCCCCCCCC)(=O)O.C(C)(=O)O acetic acid palmitate